2-[2-(2,2-difluoroethyl)-pyrazolo[3,4-b]pyridin-6-yl]-3-methyl-5-(trifluoro-methyl)phenol FC(CN1N=C2N=C(C=CC2=C1)C1=C(C=C(C=C1C)C(F)(F)F)O)F